tri(methoxy)silicon CO[Si](OC)OC